O=C1NC(CCC1N1C(C2=CC=C(C=C2C1)NC(=O)N1C2=C(OCC1)C=CC=C2)=O)=O N-(2-(2,6-dioxopiperidin-3-yl)-1-oxoisoindolin-5-yl)-2H-benzo[b][1,4]oxazine-4(3H)-carboxamide